1-methyl-1,2,3,4-tetrahydropyrrolo[1,2-a]pyrazine-6-carbonitrile CC1C=2N(CCN1)C(=CC2)C#N